5-bromo-1-(4-methoxybenzyl)-3-((tetrahydro-2H-pyran-4-yl)oxy)-1H-pyrazolo[3,4-b]pyridine BrC=1C=C2C(=NC1)N(N=C2OC2CCOCC2)CC2=CC=C(C=C2)OC